ClC=1C=C(C=CC1)C(C)N1CCC(CC1)O 1-[1-(3-chlorophenyl)ethyl]-4-piperidinol